FC(C(=O)O)(F)F.N1(C=NC=C1)CC12CC(C1)(C2)NS(=O)(=O)C2=CC(=C(C=C2)C)C2=CN=C1N2C=C(N=C1N)C(F)(F)F N-(3-((1H-imidazol-1-yl)methyl)bicyclo[1.1.1]pentan-1-yl)-3-(8-amino-6-(trifluoromethyl)imidazo[1,2-a]pyrazin-3-yl)-4-methylbenzenesulfonamide trifluoroacetate salt